6-(5-(5-(3,5-difluorophenyl)-4,5-dihydro-1H-pyrazole-1-carbonyl)hexahydrocyclopenta[c]pyrrole-2(1H)-yl)pyrimidine-4-carbonitrile FC=1C=C(C=C(C1)F)C1CC=NN1C(=O)C1CC2C(CN(C2)C2=CC(=NC=N2)C#N)C1